2-((2-ethoxyphenoxy)methyl)morpholin-4-carboxylic acid pyridin-2-yl ester N1=C(C=CC=C1)OC(=O)N1CC(OCC1)COC1=C(C=CC=C1)OCC